C(N)(=O)C=1C(=NN(C1)C1(C(CN(CC1)CC1=CC(=C(C=C1)C1=CC=CC=C1)O)F)CC#N)NC(OC)=O methyl N-[4-carbamoyl-1-[4-(cyanomethyl)-3-fluoro-1-[(3-hydroxy-4-phenyl-phenyl)methyl]-4-piperidyl]pyrazol-3-yl]carbamate